N1(C=NC=C1)CC=1C=C(C2=C(C(N(CCO2)C2=CC(=NC3=CC=C(C=C23)OC)C)=O)C1)C=1C(=NN(C1)C)C(F)(F)F 7-((1H-imidazol-1-yl)methyl)-4-(6-methoxy-2-methylquinolin-4-yl)-9-(1-methyl-3-(trifluoromethyl)-1H-pyrazol-4-yl)-3,4-dihydrobenzo[f][1,4]oxazepin-5(2H)-one